4-[2-[[(3R)-1-ethyl-3-piperidyl]amino]oxazolo[4,5-b]pyridin-5-yl]-3-(methoxymethyl)-5-(2-trimethylsilylethoxymethoxy)benzonitrile C(C)N1C[C@@H](CCC1)NC=1OC=2C(=NC(=CC2)C2=C(C=C(C#N)C=C2OCOCC[Si](C)(C)C)COC)N1